8-(4-(4-(2,6-dioxopiperidin-3-yl)-3-fluorobenzyl)piperazin-1-yl)-9-ethyl-6,6-dimethyl-11-oxo-6,11-dihydro-5H-benzo[b]carbazole-3-carbonitrile O=C1NC(CCC1C1=C(C=C(CN2CCN(CC2)C=2C(=CC3=C(C(C=4NC5=CC(=CC=C5C4C3=O)C#N)(C)C)C2)CC)C=C1)F)=O